(3S,4S,5S)-4-(3,4-difluoro-2-methoxy-phenyl)-5-(hydroxymethyl)-3-methyl-tetrahydrofuran FC=1C(=C(C=CC1F)[C@@H]1[C@@H](CO[C@@H]1CO)C)OC